7,9-difluoro-1-carbonyl-6,7-dihydro-1H,5H-pyrido[3,2,1-ij]quinoline-3-carboxylic acid methyl ester COC(=O)C=1N2C3=C(C=C(C=C3C(C1)=C=O)F)C(CC2)F